FC(OC1=C(C=C2C(=CC=NC2=C1)OC1=C(C=C(C=C1F)NC(=O)C=1C=NC=CC1OC)F)OC)F N-(4-{[7-(difluoromethoxy)-6-methoxyquinolin-4-yl]oxy}-3,5-difluorophenyl)-4-methoxypyridine-3-carboxamide